2-methacryloxyethyltrimethyl-ammonium chlorid [Cl-].C(C(=C)C)(=O)OCC[N+](C)(C)C